CC1=C(C(=CC(=C1)C)C)S(=O)(=O)[O-].[NH+]1=CC=CC=C1 pyridin-1-ium 2,4,6-trimethylbenzenesulfonate